[N+](=O)([O-])[O-].C(CC)[NH2+]CCO propyl-2-hydroxyethyl-ammonium nitrate